C1(CC1)C#CC=1C=CC(=NC1)C=1N=C(NC(C1)=O)C=1C(=C(CC(C(=O)N)(C)C)C=CC1F)F (3-{4-[5-(cyclopropylethynyl)pyridin-2-yl]-6-oxo-1,6-dihydropyrimidin-2-yl}-2,4-difluorobenzyl)isobutyramide